(4-((5-chloro-4-(1-isopropyl-1H-pyrazol-4-yl)pyrimidin-2-yl)amino)-3-methoxyphenyl)(4-(ethyl(methyl)amino)piperidin-1-yl)methanone ClC=1C(=NC(=NC1)NC1=C(C=C(C=C1)C(=O)N1CCC(CC1)N(C)CC)OC)C=1C=NN(C1)C(C)C